N1N=CC(=C1)C(=O)OCCCN1N=C(C=2C(NCC3(CCOCC3)CC21)=O)CC 3-(3-ethyl-4-oxo-spiro[6,8-dihydro-5H-pyrazolo[4,3-c]azepine-7,4'-tetrahydropyran]-1-yl)propyl 1H-pyrazole-4-carboxylate